tert-Butyl-2-(5-(4-((5-chloro-6-(2H-1,2,3-triazol-2-yl)pyridin-3-yl)carbamoyl)-5-(trifluoromethyl)-1H-pyrazol-1-yl)isochinolin-1-yl)azetidin-1-carboxylat C(C)(C)(C)OC(=O)N1C(CC1)C1=NC=CC2=C(C=CC=C12)N1N=CC(=C1C(F)(F)F)C(NC=1C=NC(=C(C1)Cl)N1N=CC=N1)=O